mercury cadmium-tellurium [Te].[Cd].[Hg]